ClCOC(=O)NC1[C@@H]2SCC(=C(N2C1=O)C(=O)O)C=C (6S)-7-((chloromethoxy)carbonylamino)-8-oxo-3-vinyl-5-thia-1-azabicyclo[4.2.0]oct-2-ene-2-carboxylic acid